(S)-(2-(2-hydroxypropan-2-yl)-4-(trifluoromethyl)oxazol-5-yl)(4-(4-methylpyrazolo[1,5-a]pyridin-2-yl)-6,7-dihydro-1H-imidazo[4,5-c]pyridin-5(4H)-yl)methanone OC(C)(C)C=1OC(=C(N1)C(F)(F)F)C(=O)N1[C@@H](C2=C(CC1)NC=N2)C2=NN1C(C(=CC=C1)C)=C2